tert-Butyl 4-[2,4-dioxo-3,4-dihydro-1H-naphtho[2,1-b][1,4]diazepin-5(2H)-yl]benzylcarbamate O=C1NC2=C(N(C(C1)=O)C1=CC=C(CNC(OC(C)(C)C)=O)C=C1)C=CC1=CC=CC=C12